N-(2-(4-fluorophenoxy)cyclohexyl)-4-(trifluoromethoxy)benzene-sulfonamide FC1=CC=C(OC2C(CCCC2)NS(=O)(=O)C2=CC=C(C=C2)OC(F)(F)F)C=C1